FC(C(=O)O)(F)F.COC(C)C=1C=2N(N=CC1C(=O)O)C=C(N2)C 8-(1-methoxyethyl)-2-methylimidazo[1,2-b]pyridazine-7-carboxylic acid trifluoroacetate